(2R)-1-[4-[(R)-amino(3-hydroxynaphthalen-2-yl)methyl]piperidin-1-yl]-2,3-dihydroxypropan-1-one N[C@H](C1CCN(CC1)C([C@@H](CO)O)=O)C1=CC2=CC=CC=C2C=C1O